C1(OC(C2C1CC=CC2)=O)=O 3a,4,7,7a-tetrahydro-2-benzofuran-1,3-dione